C(C1=CC=CC=C1)OC=1C=C(C=C(C1)OCC1=CC=CC=C1)N1CCC(CC1)NC(OC(C)(C)C)=O tert-butyl (1-(3,5-bis(benzyloxy)phenyl)piperidin-4-yl)carbamate